1-Aminomethyl(ethoxydimethylsilan) NCC(C)O[SiH](C)C